3-(pyrimidin-4-yl)-2,3,4,5-tetrahydro-1H-naphtho[2,3-d]azepine-6,11-dione N1=CN=C(C=C1)N1CCC2=C(CC1)C(C1=CC=CC=C1C2=O)=O